C(C)(C)(C)N(CC(=O)O)CCCCCCCCC.CC=1N=CN(C1)C=1C=C(C(=O)N)C=C(C1)C(F)(F)F 3-(4-methyl-1H-imidazol-1-yl)-5-(trifluoromethyl)benzamide tert-Butyl-nonylglycinate